S(=O)(=O)([O-])[O-].[Zn+2].[K+] potassium-zinc sulfate